NC=1C2=C(N=CN1)N(C=C2Br)[C@H]2[C@@H]([C@@H]([C@H](C2)C2=CC=C(C=C2)CN2CC1(CCC1)CC2)O)O (1R,2S,3R,5R)-3-{4-amino-5-bromo-7H-pyrrolo[2,3-d]pyrimidin-7-yl}-5-[4-({6-azaspiro[3.4]octan-6-yl}methyl)phenyl]cyclopentane-1,2-diol